C(C)(C)(C)OC(=O)N1CCN(CC1)C1=CC=C(C=C1)OC1C(NC(CC1)=O)=O 4-[4-(2,6-Dioxo-piperidin-3-yloxy)-phenyl]-piperazine-1-carboxylic Acid tert-butyl Ester